ClC1=CC=C(C=C1)N1C[C@H](OCC1)C(C)C (R)-4-(4-chlorophenyl)-2-isopropylmorpholine